2-{4-[6-(difluoromethyl)-5-[(3R)-3-(2-ethoxy-2-oxoethyl)piperidin-1-yl]pyridin-2-yl]-1-methyl-1H-1,2,3-triazol-5-yl}ethane-1-sulfonic acid FC(C1=C(C=CC(=N1)C=1N=NN(C1CCS(=O)(=O)O)C)N1C[C@H](CCC1)CC(=O)OCC)F